N-[4-(methanesulfonylmethyl)phenyl]-6-{8-methyl-1H,2H,3H-pyrido[2,3-b][1,4]oxazin-7-yl}-5,6,7,8-tetrahydro-2,6-naphthyridin-3-amine CS(=O)(=O)CC1=CC=C(C=C1)NC=1N=CC=2CCN(CC2C1)C1=C(C2=C(OCCN2)N=C1)C